FC1(C2=CC=CC=C2C=2C=C(C=CC12)C(=O)NCC(=O)N1CC2(OCCO2)C[C@H]1C(=O)N[C@H](C)C=1SC=C(C1)C(NO)=N)F (S)-7-((9,9-difluoro-9H-fluorene-3-carbonyl)glycyl)-N-((R)-1-(4-(N-hydroxycarbamimidoyl)thiophen-2-yl)ethyl)-1,4-dioxa-7-azaspiro[4.4]nonane-8-carboxamide